CN(C(CCCCCCCCCCC)=O)CC(C(C(C(CO)O)O)O)O N-methyl-N-(2,3,4,5,6-pentahydroxyhexyl)-dodecanamide